Methyl-glycine methyl ester hydrochloride Cl.COC(CNC)=O